methyl 1-[5-(5-fluoro-2-methoxypyridin-4-yl)-1-[[2-(trimethylsilyl)ethoxy]methyl]pyrazole-3-carbonyl]-2,2-dimethylpiperidine-4-carboxylate FC=1C(=CC(=NC1)OC)C1=CC(=NN1COCC[Si](C)(C)C)C(=O)N1C(CC(CC1)C(=O)OC)(C)C